FC(C(=O)O)(F)F.ClC1=C(C=CC=C1[C@]1(NC(N(C(C1)=O)[C@H]1C[C@H](OCC1)C)=N)C)NC(C1=CC(=C(C=C1)F)C#N)=O |o1:21,23| N-(2-Chloro-3-{(4S)-2-imino-4-methyl-1-[(2R*,4R*)-2-methyl-tetrahydropyran-4-yl]-6-oxo-hexahydropyrimidin-4-yl}phenyl)-3-cyano-4-fluorobenzamide trifluoroacetic acid salt